(((((1R,2S,5R)-2-carbamoyl-7-oxo-1,6-diazabicyclo[3.2.1]octan-6-yl) oxy) sulfonyl) oxy)-2,2-dimethylpropyl 3-chloro-2,6-dimethoxybenzoate ClC=1C(=C(C(=O)OC(C(C)(C)C)OS(=O)(=O)ON2[C@@H]3CC[C@H](N(C2=O)C3)C(N)=O)C(=CC1)OC)OC